(S)-Methyl 2-(4-(bromomethyl)-2-chlorophenoxy)propanoate BrCC1=CC(=C(O[C@H](C(=O)OC)C)C=C1)Cl